FC1=C(C(=C2C=NNC2=C1C(=O)OC)C1=CC=2N(C=C1)N=C(C2)NC(=O)[C@H]2[C@H](C2)F)C methyl 6-fluoro-4-(2-((1S,2S)-2-fluorocyclopropane-1-carboxamido) pyrazolo[1,5-a]pyridin-5-yl)-5-methyl-1H-indazole-7-carboxylate